2-[7-[(1R,4R,7R)-7-amino-2-azabicyclo[2.2.1]heptane-2-carbonyl]-3-methyl-imidazo[1,2-b]pyridazin-2-yl]-11-ethyl-1,9-diazatricyclo[6.3.1.04,12]dodeca-2,4,6,8(12)-tetraen-10-one N[C@H]1[C@@H]2N(C[C@H]1CC2)C(=O)C2=CC=1N(N=C2)C(=C(N1)C=1N2C(C(NC=3C=CC=C(C1)C23)=O)CC)C